COCOC=1C=C2C=CC=C(C2=C(C1)B1OC(C(O1)(C)C)(C)C)CCCCC(=O)OC Methyl 5-(6-(methoxymethoxy)-8-(4,4,5,5-tetramethyl-1,3,2-dioxaborolan-2-yl)naphthalen-1-yl)pentanoate